5-(2-bromophenyl)-N3-(6-methoxy-2-methyl-1,2,3,4-tetrahydroisoquinolin-7-yl)benzo[e][1,2,4]triazin-3,8-diamine BrC1=C(C=CC=C1)C1=CC=C(C2=C1N=C(N=N2)NC2=C(C=C1CCN(CC1=C2)C)OC)N